5-(7-cyano-2,3-dimethyl-1H-pyrrolo[2,3-c]pyridin-4-yl)-3,4-dihydroisoquinoline-2(1H)-carboxylic acid tert-butyl ester C(C)(C)(C)OC(=O)N1CC2=CC=CC(=C2CC1)C1=C2C(=C(N=C1)C#N)NC(=C2C)C